C[C@H]1CN(CCC1)C1CCN(CC1)C=1SC(=CN1)C(=O)NCC1=NC(=CC=C1)OC(F)(F)F 2-[(3R)-3-methyl[1,4'-bipiperidin]-1'-yl]-N-{[6-(trifluoromethoxy)pyridin-2-yl]methyl}-1,3-thiazole-5-carboxamide